6-[(6-bromo-2-pyridyl)oxymethyl]-5-(3-hydroxypropyl)pyridine-3-carbonitrile BrC1=CC=CC(=N1)OCC1=C(C=C(C=N1)C#N)CCCO